C(C)(C)(C)OC(=O)N1CC(C1)CSC(C)=O 3-(Acetylsulfanylmethyl)azetidine-1-carboxylic acid tert-butyl ester